5-isopropyl-8-(1-methyl-1H-pyrazol-4-yl)-2,6-naphthyridin C(C)(C)C1=C2C=CN=CC2=C(C=N1)C=1C=NN(C1)C